(3S,4R)-3-fluoro-1-(4-((5-isopropyl-8-(4-methylpiperazin-1-yl)-2,7-naphthyridin-3-yl)amino)pyrimidin-2-yl)-3-methylpiperidin-4-ol F[C@]1(CN(CC[C@H]1O)C1=NC=CC(=N1)NC=1N=CC2=C(N=CC(=C2C1)C(C)C)N1CCN(CC1)C)C